OCC1N(CC1)C(=O)OC(C)(C)C tert-butyl 2-(hydroxymethyl)azetidine-1-carboxylate